B(O)(O)C=1C=C(C=CC1)CCC(=O)O 3-(3-boronophenyl)propanoic acid